CC1=C(C(=O)NC2(CC2)C2=C3C=CC=NC3=CC(=C2)C=C(C)C)C=C(C=C1)OC[C@H]1N(CC1)C (S)-2-Methyl-5-((1-methylazetidin-2-yl)methoxy)-N-(1-(7-(2-methylprop-1-en-1-yl)quinolin-5-yl)cyclopropyl)benzamide